COC(\C=C\C(=O)N(C)OC)=O (E)-4-[methoxy(methyl)amino]-4-oxo-but-2-enoic acid methyl ester